5-chloro-N-methyl-3,4-dihydro-2H-thieno[3,4-b]pyran-3-amine hydrochloride Cl.ClC=1SC=C2OCC(CC21)NC